C1=C(C=CC2=CC=CC=C12)C(CC)[Sn](N(C)C)(N(C)C)N(C)C 1-(2-naphthyl)-propyl-tris(dimethylamino)tin